COC(=O)C1=C(N(C(C=C1\C=C\OCC)=O)C)NC1=C(C=C(C=C1)I)F (E)-4-(2-ethoxyvinyl)-2-((2-fluoro-4-iodophenyl)amino)-1-methyl-6-oxo-1,6-dihydropyridine-3-carboxylic acid methyl ester